ClC1=CC=C(C=C1)[C@H](C(F)(F)F)N(S(=O)(=O)C1=CN(C(C(=C1C)F)=O)C)CC (R)-N-(1-(4-chlorophenyl)-2,2,2-trifluoroethyl)-N-ethyl-5-fluoro-1,4-dimethyl-6-oxo-1,6-dihydropyridine-3-sulfonamide